(R)-5-(10-ethyl-11-oxo-1,2,4,4a,5,6,11,14-octahydro-3H,12H-pyrazino[1',2':5,6][1,5]oxazocino[2,3-g]quinoxalin-3-yl)-N-methylpicolinamide C(C)C=1C(NC2=CC3=C(C=C2N1)OCC[C@H]1N(C3)CCN(C1)C=1C=CC(=NC1)C(=O)NC)=O